4-acetyl-2-[(2-ethoxyphenoxy)methyl]morpholine C(C)(=O)N1CC(OCC1)COC1=C(C=CC=C1)OCC